4-bromo-1,5-dimethyl-imidazole BrC=1N=CN(C1C)C